ClC=1C=C(C=CC1)C#C\C=C/1\C(CN(CC1)C(=O)OC(C)(C)C)(F)F tert-Butyl (4E)-4-[3-(3-chlorophenyl)prop-2-yn-1-ylidene]-3,3-difluoropiperidine-1-carboxylate